(11S)-6-(2,6-dimethylphenyl)-7-fluoro-11-isobutyl-2,2-dioxo-12-spiro[2.3]hexan-5-yl-2λ6-thia-3,5,12,19-tetrazatricyclo[12.3.1.14,8]nonadeca-1(18),4(19),5,7,14,16-hexaen-13-one CC1=C(C(=CC=C1)C)C1=NC=2NS(C=3C=CC=C(C(N([C@@H](CCC(=C1F)N2)CC(C)C)C2CC1(CC1)C2)=O)C3)(=O)=O